2-[2-(difluoromethyl)-6-[(1R)-1-[[6-(1,1-dioxo-3,6-dihydro-2H-thiopyran-4-yl)-8-methyl-7-oxo-pyrido[2,3-d]pyrimidin-4-yl]amino]ethyl]phenyl]acetonitrile formic acid salt C(=O)O.FC(C1=C(C(=CC=C1)[C@@H](C)NC=1C2=C(N=CN1)N(C(C(=C2)C=2CCS(CC2)(=O)=O)=O)C)CC#N)F